2-[[1-(3,5-dichloropyrazol-1-yl)cyclopropanecarbonyl]amino]-4-[2-isopropoxyethyl-[4-(5,6,7,8-tetrahydro-1,8-naphthyridin-2-yl)butyl]amino]butanoic acid ClC1=NN(C(=C1)Cl)C1(CC1)C(=O)NC(C(=O)O)CCN(CCCCC1=NC=2NCCCC2C=C1)CCOC(C)C